1-(2-((2S,4R)-2-(2,2-dimethyl-2,3-dihydrobenzofuran-6-ylcarbamoyl)4-fluoropyrrolidin-1-yl)-2-oxoethyl)-5-(pyridazin-4-yl)-1H-indazole-3-carboxamide CC1(OC2=C(C1)C=CC(=C2)NC(=O)[C@H]2N(C[C@@H](C2)F)C(CN2N=C(C1=CC(=CC=C21)C2=CN=NC=C2)C(=O)N)=O)C